C(C)OCC1(CCN(CC1)CC1=CC=C(C=C1)C1(OCCO1)C)CCC1=CC=CC=C1 4-(ethoxymethyl)-1-(4-(2-methyl-1,3-dioxolan-2-yl)benzyl)-4-phenethylpiperidine